tert-butyl (3R)-3-((5-(tetrahydrofuran-3-carbonyl)-7H-pyrrolo[2,3-d]pyrimidin-4-yl) amino)-piperidine-1-carboxylate O1CC(CC1)C(=O)C1=CNC=2N=CN=C(C21)N[C@H]2CN(CCC2)C(=O)OC(C)(C)C